N-[6-(difluoromethoxy)-5-fluoro-2-methoxy-3-pyridyl]-7-methyl-imidazo[1,2-a]pyridine-3-sulfonamide FC(OC1=C(C=C(C(=N1)OC)NS(=O)(=O)C1=CN=C2N1C=CC(=C2)C)F)F